CC1=C(C(=O)P(C2=CC=CC=C2)=O)C(=CC(=C1)C)C 2,4,6-trimethyl-benzoyl-phenyl-phosphine oxide